1-[(3S,5R)-5-(methoxymethyl)pyrrolidin-3-yl]Pyrazole-4-carboxamide hydrochloride Cl.COC[C@H]1C[C@@H](CN1)N1N=CC(=C1)C(=O)N